COCOC=1C=C2C=CC(=CC2=CC1)[Si](OC)(OC)OC 6-(methoxymethoxy)-2-(trimethoxysilyl)naphthalene